C(C)(C)C=1N(N=C2C=CC(=CC12)C1=NC(=NC=C1)NC1CC(CC1)NC(=O)[O-])C [3-[4-(3-isopropyl-2-methylindazol-5-yl)pyrimidin-2-yl]aminocyclopentan-1-yl]aminocarboxylate